6-fluoro-5-(2-fluoro-5-(4-fluoro-1-(4-methoxybenzyl)-1H-pyrazol-3-yl)phenoxy)-4-(methylthio)-1-tosyl-1H-indole FC1=C(C(=C2C=CN(C2=C1)S(=O)(=O)C1=CC=C(C)C=C1)SC)OC1=C(C=CC(=C1)C1=NN(C=C1F)CC1=CC=C(C=C1)OC)F